ClC1=CC=C(C(=N1)OC)C(=O)OC methyl 6-chloro-2-methoxypyridine-3-carboxylate